C(C)(C)(C)OC(=O)N1[C@@H](C[C@@H](C1)OC)C(C)=O (2S,4S)-2-acetyl-4-methoxypyrrolidine-1-carboxylic acid tert-butyl ester